CC1=C(N2C=CC=C2C=C1C(=O)N)C(C)N1CCOCC1 6-methyl-5-(1-morpholinoethyl)indolizine-7-carboxamide